ClCCNP(=O)(N(C)C)N chloroethyl(dimethylphosphoramide)